trimethyl ortho-propionate C(CC)(OC)(OC)OC